ClCC=1C=CC(=C(C(=O)OC)C1)OC methyl 5-(chloromethyl)-2-methoxy-benzoate